3-[5-chloro-2-(4-fluorophenyl)-1H-indol-3-yl]propionic acid ClC=1C=C2C(=C(NC2=CC1)C1=CC=C(C=C1)F)CCC(=O)O